2-(2-phenylethyl)octanoic acid C1(=CC=CC=C1)CCC(C(=O)O)CCCCCC